C(C)N(C=1C2=C(N=CN1)N(C=C2)C[C@]2([C@@H](CN(CC2)CC(=O)N)O)O)CC2=C(C=C(C=C2)C(F)(F)F)F |o1:13,14| rel-2-((3R,4R)-4-((4-(ethyl(2-fluoro-4-(trifluoromethyl)benzyl)amino)-7H-pyrrolo[2,3-d]pyrimidin-7-yl)methyl)-3,4-dihydroxypiperidin-1-yl)acetamide